C1(CCCC1)NC1=CC=C(C=C1)N N,N'-Cyclopentyl-p-phenylendiamin